3-((S)-2-hydroxy-3-((R)-8-(4-hydroxyquinolin-3-ylsulfonyl)-1-oxa-8-azaspiro[4.5]dec-3-ylamino)propoxy)benzenesulfonamide O[C@H](COC=1C=C(C=CC1)S(=O)(=O)N)CN[C@H]1COC2(C1)CCN(CC2)S(=O)(=O)C=2C=NC1=CC=CC=C1C2O